5-nitrobenzo[d]thiazole-2-carbonitrile [N+](=O)([O-])C=1C=CC2=C(N=C(S2)C#N)C1